3-[phenyl-(4-piperidinyl)methyl]pyridazine hydrochloride Cl.C1(=CC=CC=C1)C(C=1N=NC=CC1)C1CCNCC1